N1(N=CC=C1)CC1=CSC2=C1N=C(N=C2N2[C@@H](COCC2)C)Cl (R)-4-(7-(1H-pyrazol-1-ylmethyl)-2-chloro-thieno[3,2-d]pyrimidin-4-yl)-3-methyl-Morpholine